3,5-dimethyl-2,4-pentanedione CC(C(C)=O)C(CC)=O